2-((2-((4-((((3S)-1-(2-(2,6-Dioxopiperidin-3-yl)-1,3-dioxoisoindolin-5-yl)-pyrrolidin-3-yl)amino)methyl)phenyl)amino)-5-(trifluoromethyl)pyridin-4-yl)amino)-N-methylbenzamide O=C1NC(CCC1N1C(C2=CC=C(C=C2C1=O)N1C[C@H](CC1)NCC1=CC=C(C=C1)NC1=NC=C(C(=C1)NC1=C(C(=O)NC)C=CC=C1)C(F)(F)F)=O)=O